OC=1C2=C(N=C(N1)SC)N(C(C(=C2)C)=O)C 4-hydroxy-6,8-dimethyl-2-(methylthio)pyrido[2,3-d]pyrimidin-7(8H)-one